1-Ethylpropylamine C(C)C(CC)N